3-((2-fluorophenethyl)amino)propan-1-ol FC1=C(CCNCCCO)C=CC=C1